(2S)-Cesium carbonate C([O-])([O-])=O.[Cs+].[Cs+]